N-[5-(5-fluoro-1H-benzimidazol-2-yl)-1H-pyrazol-3-yl]-6-[4-(hydroxymethyl)-1-piperidyl]pyridine-3-carboxamide FC1=CC2=C(NC(=N2)C2=CC(=NN2)NC(=O)C=2C=NC(=CC2)N2CCC(CC2)CO)C=C1